C(C)OC(CCN(C(=O)OC(C)(C)C)C[C@@H](C)N)=O (R)-3-((2-aminopropyl)(tert-butoxycarbonyl)amino)propionic acid ethyl ester